ClC1=C(C=CC=C1F)C(N1C=NC2=C1C=NC(=C2)C(=O)N[C@H](C)\C=C\S(=O)(=O)C)C2(CC2)F 3-((2-chloro-3-fluorophenyl)(1-fluorocyclopropyl)methyl)-N-((R,E)-4-(methylsulfonyl)but-3-en-2-yl)-3H-imidazo[4,5-c]pyridine-6-carboxamide